N-(3-fluoro-2-methoxy-5-(8-(methylamino)-6-(methylsulfonyl)imidazo[1,2-a]pyrazin-3-yl)phenyl)propane-1-sulfonamide FC=1C(=C(C=C(C1)C1=CN=C2N1C=C(N=C2NC)S(=O)(=O)C)NS(=O)(=O)CCC)OC